[2-(2-methoxyethyloxycarbonyl)]-2-methyltrimethylene carbonate C1(OCC(CO1)(C)C(=O)OCCOC)=O